methoxycarbonyl-2-methyl-2-thiopseudourea COC(=O)NC(SC)=N